C(C)(C)(C)C1=C(C(=O)[O-])C=C(C(C1C(C)(C)C)(O)C(C)(C)C)C(C)(C)C 2,4-di-tert-butyl-3,5-di-tert-butyl-4-hydroxy-benzoate